2-((2S)-1-acryloyl-4-(2-(((2S,4S)-4-fluoro-1-methylpyrrolidin-2-yl)methoxy)-7-(8-methylnaphthalen-1-yl)-7,8-dihydro-5H-pyrano[4,3-d]pyrimidin-4-yl)piperazin-2-yl)acetonitrile C(C=C)(=O)N1[C@H](CN(CC1)C=1C2=C(N=C(N1)OC[C@H]1N(C[C@H](C1)F)C)CC(OC2)C2=CC=CC1=CC=CC(=C21)C)CC#N